2-(2,6-dioxopiperidin-3-yl)-5-((3-(4'-fluoro-3,4,5,6-tetrahydro-[1,1'-biphenyl]-2-carbonyl)-3,6-diazabicyclo[3.1.1]heptane-6-yl)methyl)isoindoline-1,3-dione O=C1NC(CCC1N1C(C2=CC=C(C=C2C1=O)CN1C2CN(CC1C2)C(=O)C2=C(CCCC2)C2=CC=C(C=C2)F)=O)=O